F[C@@H]1[C@@H](N(C[C@@H]1O)C([C@H](C(C)(SC(C1=CC=CC=C1)(C1=CC=CC=C1)C1=CC=CC=C1)C)NC(=O)C1(CC1)F)=O)C(=O)NCC1=CC=C(C=C1)C1=C(N=CS1)C (2S,3R,4S)-3-fluoro-1-((R)-2-(1-fluorocyclopropane-1-carboxamido)-3-methyl-3-(tritylthio)butanoyl)-4-hydroxy-N-(4-(4-methylthiazol-5-yl)benzyl)pyrrolidine-2-carboxamide